CC1N(C(CC1)C)C(=O)NC(C(=O)O)CCN(CCCCC1=NC=2NCCCC2C=C1)CCOCC 2-[[2,5-dimethylpyrrolidine-1-carbonyl]amino]-4-[2-ethoxyethyl-[4-(5,6,7,8-tetrahydro-1,8-naphthyridin-2-yl)butyl]amino]butanoic acid